CCCCCCCCCCCCCCCCCCCC(=O)O[C@H](COC(=O)CCCCCCCCCCCCCCCCC)COP(=O)(O)OC[C@H](CO)O 1-octadecanoyl-2-eicosanoyl-glycero-3-phospho-(1'-sn-glycerol)